1-(2-(2,6-dioxopiperidin-3-yl)-1,3-dioxoisoindolin-5-yl)Piperidine-4-carbaldehyde O=C1NC(CCC1N1C(C2=CC=C(C=C2C1=O)N1CCC(CC1)C=O)=O)=O